4-(2,5-dihydrofuran-2-yl)-4-phenethylpiperidine-1-carboxylic acid tert-butyl ester C(C)(C)(C)OC(=O)N1CCC(CC1)(CCC1=CC=CC=C1)C1OCC=C1